O=C1C=CC(=CN1C1=CC=CC=C1)NC([C@@H](C)C1=CC=CC=C1)=O (S)-N-(6-oxo-1-phenyl-1,6-dihydropyridin-3-yl)-2-phenylpropionamide